C1(CC1)OC1=NNC=C1I 3-Cyclopropoxy-4-iodo-1H-pyrazole